tert-butyl 4-(6-(1-((2-(trimethyl silyl)ethoxy)methyl)-1H-benzo[d]imidazol-2-yl)pyrazolo[1,5-a]pyridin-3-yl)piperazine-1-carboxylate C[Si](CCOCN1C(=NC2=C1C=CC=C2)C=2C=CC=1N(C2)N=CC1N1CCN(CC1)C(=O)OC(C)(C)C)(C)C